(3-(2-(2-(3-aminopropoxy)ethoxy)ethoxy)propyl)-4-ethynylcyclohexane-1-carboxamide bis(2,2,2-trifluoroacetate) FC(C(=O)O)(F)F.FC(C(=O)O)(F)F.NCCCOCCOCCOCCCC1(CCC(CC1)C#C)C(=O)N